(2R)-N-((S)-(2-fluoro-4-(trifluoromethoxy)phenyl)(trans-3-(trifluoromethyl)-cyclobutyl)methyl)-2-methyl-3-oxopiperazine-1-carboxamide FC1=C(C=CC(=C1)OC(F)(F)F)[C@@H](NC(=O)N1[C@@H](C(NCC1)=O)C)[C@@H]1C[C@H](C1)C(F)(F)F